NC1=NC=NC(=C1C=1OC=C(N1)CNC(C=C)=O)NC1=CC(=C(C=C1)OC1=CC2=C(N(C=N2)C)C=C1)C N-((2-(4-amino-6-((3-methyl-4-((1-methyl-1H-benzo[d]imidazol-5-yl)oxy)phenyl)amino)pyrimidin-5-yl)oxazol-4-yl)methyl)acrylamide